C[C@H](C(=O)O)CC (+)-(2S)-2-methylbutyric acid